ethyliminotris(dimethylamino)hafnium C(C)N=[Hf](N(C)C)(N(C)C)N(C)C